Cl.CC1CN(CC(N1)C)C1=CC2=C(N(C(O2)=O)C)C=C1 6-(3,5-dimethylpiperazin-1-yl)-3-methyl-1,3-benzoxazol-2-one hydrochloride